C(#N)C1=CC(=C(OC2=NC(=NC=3CCN(CCC32)C(=O)[C@@H]3N(CCC3)C(=O)OC(C)(C)C)NC3=C(C=CC=C3)C#N)C(=C1)C)C (R)-Tert-butyl 2-(4-(4-cyano-2,6-dimethylphenoxy)-2-((cyanophenyl)amino)-6,7,8,9-tetrahydro-5H-pyrimido[4,5-d]azepine-7-carbonyl)pyrrolidine-1-carboxylate